oxybis(N-octadecyl-2-acetyl-3-hydroxypyridin-4-one) O(C=1C(C(=C(N(C1)CCCCCCCCCCCCCCCCCC)C(C)=O)O)=O)C=1C(C(=C(N(C1)CCCCCCCCCCCCCCCCCC)C(C)=O)O)=O